7-fluoro-N-(naphthalen-2-yl)-6-nitroquinazolin-4-amine FC1=C(C=C2C(=NC=NC2=C1)NC1=CC2=CC=CC=C2C=C1)[N+](=O)[O-]